ClC1=NC=C2N(C(N(C2=N1)C1CCC2(CC2)CC1)=O)C 2-chloro-7-methyl-9-(spiro[2.5]octan-6-yl)-7,9-dihydro-8H-purin-8-one